1H-pyrazolo[4,3-c][1,7]naphthyridine-8-carboxamide N1N=CC=2C=NC=3C=NC(=CC3C21)C(=O)N